ClC=1C=C2C(=CNC2=CC1)CCNC(=O)C1=NC2=CC(=C(C=C2N(C1=O)C[C@@H]([C@@H]([C@@H](CO)O)O)O)C)C N-(2-(5-chloro-1H-indol-3-yl)ethyl)-6,7-dimethyl-3-oxo-4-((2S,3S,4R)-2,3,4,5-tetrahydroxypentyl)-3,4-dihydroquinoxaline-2-carboxamide